CC1=C(C=2N(C=C1C1=C(C=3N=C(SC3N1)C1CCN(CC1)CC1CCOCC1)C(C)C)N=CN2)C 5-(7,8-dimethyl-[1,2,4]triazolo[1,5-a]pyridin-6-yl)-6-isopropyl-2-(1-((tetrahydro-2H-pyran-4-yl)methyl)piperidin-4-yl)-4H-pyrrolo[3,2-d]thiazole